CN1C(N(C2=C1C=C(C=C2)N2CCC1(CCNC1)CC2)C2C(NC(CC2)=O)=O)=O 3-(3-Methyl-2-oxo-5-(2,8-diazaspiro[4.5]decan-8-yl)-2,3-dihydro-1H-benzo[d]imidazol-1-yl)piperidine-2,6-dione